pyrazolo[5,1-f][1,2,4]triazin-4-amine N=1N2C(C(=NC1)N)=CC=N2